(3-bromo-4-methylphenyl)(1-methyl-1H-tetrazol-5-yl)methanol BrC=1C=C(C=CC1C)C(O)C1=NN=NN1C